CC(CC)(CCCCCCCCCCCCCC)C1C(N=NO1)=O 5-(3-methylheptadecan-3-yl)-1,2,3-oxadiazol-4(5H)-one